(R)-3-(5-aminopyrimidin-2-yl)-7-(4-bromo-3-(trifluoromethyl)benzoyl)-2-(3,5-dimethyl-1H-pyrazol-1-yl)-6-methyl-5,6,7,8-tetrahydropyrido[3,4-d]pyrimidin-4(3H)-one NC=1C=NC(=NC1)N1C(=NC2=C(C1=O)C[C@H](N(C2)C(C2=CC(=C(C=C2)Br)C(F)(F)F)=O)C)N2N=C(C=C2C)C